C1=CC=CC=2C3=CC=CC=C3N(C12)C1=C(C(=C(C(=C1N1C2=CC=CC=C2C=2C=CC=CC12)N1C2=CC=CC=C2C=2C=CC=CC12)N1C2=CC=CC=C2C=2C=CC=CC12)C#N)C#N 3,4,5,6-tetrakis(carbazol-9-yl)-1,2-benzenedinitrile